5-((1-(tert-butoxycarbonyl)pyrrol-3-yl)oxy)picolinic acid methyl ester COC(C1=NC=C(C=C1)OC1=CN(C=C1)C(=O)OC(C)(C)C)=O